3-(6-(4-((5-chloro-4-((1-methyl-2-oxoindolin-5-yl)amino)pyrimidin-2-yl)(methyl)amino)piperidin-1-yl)-1-methyl-1H-pyrazolo[4,3-b]pyridin-3-yl)piperidine-2,6-dione ClC=1C(=NC(=NC1)N(C1CCN(CC1)C=1C=C2C(=NC1)C(=NN2C)C2C(NC(CC2)=O)=O)C)NC=2C=C1CC(N(C1=CC2)C)=O